N1CCC(CCC1)[C@@H](N[S@@](=O)C(C)(C)C)C1=C(C=C(C(=C1)Cl)Cl)OCC=C (S)-N-[(R)-azepan-4-yl[4,5-dichloro-2-(prop-2-en-1-yloxy)phenyl]methyl]-2-methylpropane-2-sulfinamide